7-methoxy-3-(nitromethyl)-5-phenyl-1-tolyl-2,3-dihydro-1H-benzo[b]azepine COC1=CC2=C(N(CC(C=C2C2=CC=CC=C2)C[N+](=O)[O-])C2=C(C=CC=C2)C)C=C1